C1(CC1)C=1C=CC=2N(C1)N=CC2C(=O)N2[C@H](C1=C(CC2)NC=N1)C1=NN2C(C(=CC=C2)C(F)F)=C1 (R)-(6-cyclopropylpyrazolo[1,5-a]pyridin-3-yl)(4-(4-(difluoromethyl)pyrazolo[1,5-a]pyridin-2-yl)-6,7-dihydro-1H-imidazo[4,5-c]pyridin-5(4H)-yl)methanone